C(C)OC[C@@]1(CN(CC1)CC=1C=NC=CC1)CCC1=CC=C(C=C1)OC (S)-3-((3-(ethoxymethyl)-3-(4-methoxyphenethyl)pyrrolidin-1-yl)methyl)pyridine